C1(CC1)[C@@H](C)N (1R)-1-cyclopropylethanamine